C(C1=CC=CC=C1)OC1=CC=C(OCCNC2CCCC2)C=C1 N-(2-(4-(benzyloxy)phenoxy)ethyl)cyclopentylamine